7H-pyrrolo[1,2-a]imidazol-7-one N1=C2N(C=C1)C=CC2=O